5α-Cholanic acid C(CC[C@@H](C)[C@H]1CC[C@H]2[C@@H]3CC[C@H]4CCCC[C@]4(C)[C@H]3CC[C@]12C)(=O)O